C12C(NCC2CCC1)S(=O)(=O)[O-] (3s,7r)-3-azabicyclo[3.3.0]octane-2-sulfonate